2-Chloro-N4-[4-chloro-3-(cyclopropanesulfonamido)phenyl]-(5,7-dihydrofuro[3,4-d]pyrimidine-4-amine) ClC=1N=C(C2=C(N1)COC2)NC2=CC(=C(C=C2)Cl)NS(=O)(=O)C2CC2